3-[(4-fluorophenoxy)methyl]-4-methyl-2-[2-methyl-5-(1H-pyrazol-1-yl)-1,3-thiazole-4-carbonyl]-2-azabicyclo[3.1.1]heptane FC1=CC=C(OCC2N(C3CC(C2C)C3)C(=O)C=3N=C(SC3N3N=CC=C3)C)C=C1